O=C1NC(CCC1N1CC2=CC=C(C(=C2C1=O)OC)NC(C)=O)=O N-(2-(2,6-dioxopiperidin-3-yl)-4-methoxy-3-oxoisoindolin-5-yl)acetamide